tert-Butyl (2S,4R)-2-(2-(6-bromo-4,7-dimethyl-2H-indazol-2-yl)-3-ethoxy oxopropanoyl)-4-fluoropyrrolidine-1-carboxylate BrC=1C=C(C2=CN(N=C2C1C)C(C(=O)[C@H]1N(C[C@@H](C1)F)C(=O)OC(C)(C)C)C(OCC)=O)C